OCC[C@@H]1C(N[C@@H](C(N1)=O)CCO)=O cis-3,6-Bis(2-hydroxyethyl)piperazine-2,5-dione